F.NC1=CC=CC=C1 aniline hydrogen fluoride